COC1=CC=C(C=C1)CNC(C(=O)OCC)\C=C\C(C)(C)C (E)-ethyl 2-{[(p-methoxyphenyl) methyl] amino}-5,5-dimethyl-3-hexenoate